NC=1N=CC(=NC1)NC=1NC=2N(C(C1C1=CC=C(C=C1)OC)=O)N=C(C2C2=CCCCC2)C2=CC=CC=C2 5-((5-Aminopyrazin-2-yl)amino)-3-(cyclohex-1-en-1-yl)-6-(4-methoxyphenyl)-2-phenylpyrazolo[1,5-a]pyrimidin-7(4H)-one